(R)-8-bromo-4-((1-(3-(difluoromethyl)-2-fluorophenyl)ethyl)amino)-2-methyl-6-(1-methylcyclopropyl)pyrido[4,3-d]pyrimidin-7(6H)-one BrC=1C(N(C=C2C1N=C(N=C2N[C@H](C)C2=C(C(=CC=C2)C(F)F)F)C)C2(CC2)C)=O